N-(7-(2-(1H-tetrazol-5-yl)phenyl)-5-phenyl-2,3,4,5-tetrahydrobenzo[b]oxepin-9-yl)quinolin-2-amine N1N=NN=C1C1=C(C=CC=C1)C1=CC2=C(OCCCC2C2=CC=CC=C2)C(=C1)NC1=NC2=CC=CC=C2C=C1